methyl 2-(4-methoxy-3-nitrophenyl)propanoate COC1=C(C=C(C=C1)C(C(=O)OC)C)[N+](=O)[O-]